N-(2-(tert-butylcarbamoyl)-4-chloro-6-methylphenyl)-1-(3-chloropyridin-2-yl)-3-((1,1-dioxetan-3-yl)oxy)-1H-pyrazole-5-carboxamide C(C)(C)(C)NC(=O)C1=C(C(=CC(=C1)Cl)C)NC(=O)C1=CC(=NN1C1=NC=CC=C1Cl)OC1COC1